5-(4-((4-(2-methoxyethyl)morpholin-2-yl)methoxy)phenyl)-2-oxo-6-(trifluoromethyl)-1,2-dihydropyridine-3-carboxamide COCCN1CC(OCC1)COC1=CC=C(C=C1)C=1C=C(C(NC1C(F)(F)F)=O)C(=O)N